7-methylene-1H-isoindole-1,3(2H)-dione C=C1CC=CC=2C(NC(C12)=O)=O